CN1CCN(CC1)C1=CC=C(C=C1)C=1C=C2C(=NC1)NN=C2C2=CC=C(C=C2)N2CCCC2 5-(4-(4-Methylpiperazin-1-yl)phenyl)-3-(4-(pyrrolidin-1-yl)phenyl)-1H-pyrazolo[3,4-b]pyridine